CN1CC2CN(CC(C1)O2)C=2C=CC(=NC2)C#CC2=C1C=C(N=CC1=C(N=C2)NC)NC(=O)C2CC2 N-(5-((5-(7-methyl-9-oxa-3,7-diazabicyclo[3.3.1]non-3-yl)pyridin-2-yl)ethynyl)-8-(methylamino)-2,7-naphthyridin-3-yl)cyclopropanecarboxamide